COC(C1=CN=C(C=C1NCC1=CC=C(C=C1)OC)C1=C(C=CC=C1C)OC)=O 6-(2-methoxy-6-methylphenyl)-4-((4-methoxybenzyl)amino)nicotinic acid methyl ester